N-(4-bromobenzylidene)-4-methylaniline BrC1=CC=C(C=NC2=CC=C(C=C2)C)C=C1